NC1=CN=NC2=CC(=CC=C12)C=1C=C(C=CC1N1C=NC=C1)B(O)O [3-(4-aminocinnolin-7-yl)-4-imidazol-1-ylphenyl]boronic acid